OCC[N+](C)(CCO)CCO tri-(hydroxyethyl)methylammonium